4-(3,5-dibromophenyl)-1,4-oxaazepane BrC=1C=C(C=C(C1)Br)N1CCOCCC1